2-methoxy-4-methyl-5-methylthio-amphetamine COC1=C(CC(N)C)C=C(C(=C1)C)SC